5-amino-6-(5-methyl-1H-indazol-4-yl)-2-(3-((2,2,2-trifluoroethyl)amino)pyrazin-2-yl)pyrimidine-4-carboxamide NC=1C(=NC(=NC1C1=C2C=NNC2=CC=C1C)C1=NC=CN=C1NCC(F)(F)F)C(=O)N